1-{[(4-bromo-5-cyano-3-methyl-2-thienyl)carbonyl]Amino}cyclopropanecarboxylic acid methyl ester COC(=O)C1(CC1)NC(=O)C=1SC(=C(C1C)Br)C#N